COC(C1=NC=C(C=C1F)OC(F)(F)F)=O fluoro-5-(trifluoromethoxy)picolinic acid methyl ester